4-[2-(methylamino)pyrimidin-4-yl]-7-[[5-(4-methylpiperazin-1-yl)-2-pyridyl]amino]isoindolin-1-one CNC1=NC=CC(=N1)C1=C2CNC(C2=C(C=C1)NC1=NC=C(C=C1)N1CCN(CC1)C)=O